OC1=C(C=C(C=C1)C)C(C)=O 1-(2-hydroxy-5-methylphenyl)-ethanone